4-Methylisophthalaldehyde CC1=C(C=C(C=O)C=C1)C=O